FC1=CC=CC=2C(=N[C@@H](C(NC21)=O)NC(=O)C=2C(=NN1C2N=CC=C1)C=1C=C2C(=NC1)N(C=C2)C)C2=CC=CC=C2 N-[(3S)-9-fluoro-2-oxo-5-phenyl-1,3-dihydro-1,4-benzodiazepine-3-Yl]-2-(1-methylpyrrolo[2,3-b]pyridin-5-yl)pyrazolo[1,5-a]pyrimidine-3-carboxamide